ruthenium palladium tin [Sn].[Pd].[Ru]